OC1CCC(CC1)OC1CCN(CC1)C(=O)OC(C)(C)C Tert-butyl 4-(4-hydroxycyclohexoxy)piperidine-1-carboxylate